(1R,2S)-2-fluorocyclopropan-1-aminium 4-methylbenzenesulfonate CC1=CC=C(C=C1)S(=O)(=O)[O-].F[C@@H]1[C@@H](C1)[NH3+]